(2R,8aS)-3',6-dimethyl-3,4,4a,5,8,8a-hexahydro-1H-spiro[1,4-methano-naphthalene-2,2'-oxirane] CC1[C@]2(O1)C1[C@H]3CC=C(CC3C(C2)C1)C